tert-butyl (1R,3S,5R)-3-({6-bromo-3-[(prop-2-en-1-yloxy)methyl]pyridin-2-yl}carbamoyl)-5-[(3-ethenylpyrazol-1-yl)methyl]-2-azabicyclo[3.1.0]hexane-2-carboxylate BrC1=CC=C(C(=N1)NC(=O)[C@H]1N([C@@H]2C[C@@]2(C1)CN1N=C(C=C1)C=C)C(=O)OC(C)(C)C)COCC=C